5-sec-butylthiomethyl-2-cyclopropanecarbonyl-cyclohexane-1,3-dione C(C)(CC)SCC1CC(C(C(C1)=O)C(=O)C1CC1)=O